C(Cl)Cl methylene dichlorid